(E)-4-(3-trifluoromethylphenyl)-2-[1-cyclopropyl-2-(2-carboxy-4-fluorobenzylidene)hydrazino]thiazole FC(C=1C=C(C=CC1)C=1N=C(SC1)N(/N=C/C1=C(C=C(C=C1)F)C(=O)O)C1CC1)(F)F